C(=O)(O)C1=C(C(N)C(=O)O)C=CC=C1 o-carboxyphenylglycine